ICC(=S)NC1=CC=CC=C1 iodothioacetanilide